N1C[C@H](CCC1)C1=CC=C(C=C1)NC(C1=CN=C(C=C1)OCC(F)(F)F)=O |r| (RS)-N-(4-(Piperidin-3-yl)-phenyl)-6-(2,2,2-trifluoroethoxy)-nicotinamid